isopropoxide Gadolinium [Gd+3].CC([O-])C.CC([O-])C.CC([O-])C